diethyl-4,4'-biphenyl C(C)C1=CC=C(C=C1)C1=CC=C(C=C1)CC